C(C)(C)(C)N1N=C(C=2C=NCCC21)C(N(C)C2(CC2)C2=NC=C(C=C2)O)=O tert-butyl-3-((1-(5-hydroxypyridin-2-yl)cyclopropyl)(methyl)carbamoyl)-6,7-dihydro-1H-pyrazolo[4,3-c]pyridine